2-Methoxy-1-ethylamine COCCN